CC(CC(C(=O)O)CCCC\C=C\C(OCC)OCC)CC 2-methylbutyl-(7E)-9,9-diethoxy-7-nonenoic acid